3-methoxy-4-((6-methylbenzo[d]oxazol-2-yl)methoxy)benzaldehyde COC=1C=C(C=O)C=CC1OCC=1OC2=C(N1)C=CC(=C2)C